2-fluoro-4-{[1,2,4]triazolo[1,5-a]pyridin-5-yl}benzonitrile FC1=C(C#N)C=CC(=C1)C1=CC=CC=2N1N=CN2